(S,2S)-2-(hydroxymethyl)-2-methyl-N'-(tricyclo[6.2.0.03,6]deca-1,3(6),7-trien-2-ylcarbamoyl)-2,3-dihydropyrazolo[5,1-b]oxazole-7-sulfonimidamide OC[C@@]1(CN2C(O1)=C(C=N2)[S@](=O)(N)=NC(NC2=C1CCC1=CC=1CCC21)=O)C